Cl.CN(CCCC=O)C 4-(dimethylamino)n-butyraldehyde hydrochloride